N-((2S,3R)-1-amino-3-hydroxy-1-oxobutan-2-yl)-5-isobutyryl-1-oxo-2,5-diazaspiro[3.4]octane-6-carboxamide NC([C@H]([C@@H](C)O)NC(=O)C1N(C2(CNC2=O)CC1)C(C(C)C)=O)=O